3-benzyloxy-2-iodo-5-methyl-pyridine C(C1=CC=CC=C1)OC=1C(=NC=C(C1)C)I